CC(C(C(=O)N[C@@H](C)C1=CC=C(C(=O)O)C=C1)OCC1=CC=C(C=C1)C1COC1)C 4-((1S)-1-(3-methyl-2-((4-(oxetan-3-yl)benzyl)oxy)butanamido)ethyl)benzoic acid